(E)-3-(2-((4-(2-(4-chloro-2-fluorophenyl)-2-methylbenzo[d][1,3]dioxol-4-yl)piperidin-1-yl)methyl)-1-(((S)-tetrahydrofuran-2-yl)methyl)-1H-imidazol-5-yl)acrylic acid ClC1=CC(=C(C=C1)C1(OC2=C(O1)C=CC=C2C2CCN(CC2)CC=2N(C(=CN2)/C=C/C(=O)O)C[C@H]2OCCC2)C)F